CC=1C=C2C=CN(C2=CC1C(NC1(CC1)C1=CC=CC2=CC=CC=C12)=O)CC1CN(C1)C(=O)OC(C)(C)C tert-Butyl 3-((5-methyl-6-((1-(naphthalen-1-yl)cyclopropyl)carbamoyl)-1H-indol-1-yl)methyl)azetidine-1-carboxylate